C1(CC1)C1=NOC(=N1)C12CCC(CC1)(CC2)CN(C(=O)C21CC(C2)(C1)F)C1=CC(=CC=C1)S(=O)(=O)C N-((4-(3-cyclopropyl-1,2,4-oxadiazol-5-yl)bicyclo[2.2.2]octan-1-yl)methyl)-3-fluoro-N-(3-(methylsulfonyl)phenyl)bicyclo[1.1.1]pentane-1-carboxamide